C(CCCC\C=C/CCCCCCCCCCC)N petroselinylamine